ethyl 2-(4,4-difluoroazepan-1-yl)quinoline-3-carboxylate FC1(CCN(CCC1)C1=NC2=CC=CC=C2C=C1C(=O)OCC)F